4'-(5-chloro-2-methoxyphenyl)-4-methyl-N-(6-methylthiazolo[4,5-b]pyrazin-2-yl)-2-oxo-2H-[1,2'-bipyridine]-5'-carboxamide ClC=1C=CC(=C(C1)C1=CC(=NC=C1C(=O)NC=1SC=2C(=NC=C(N2)C)N1)N1C(C=C(C=C1)C)=O)OC